1,1-dihydroperfluorooctyl acrylate C=CC(=O)OCC(C(C(C(C(C(C(F)(F)F)(F)F)(F)F)(F)F)(F)F)(F)F)(F)F